(6-bromo-3-cyano-pyrazolo[1,5-a]pyridin-4-yl) trifluoromethanesulfonate FC(S(=O)(=O)OC=1C=2N(C=C(C1)Br)N=CC2C#N)(F)F